C(C)C(COC1=CSC=C1OCC(CCCC)CC)CCCC 3,4-di(2-ethylhexyloxy)thiophene